O[C@@H]1[C@H](N(C1)C(=O)O[C@H]1C[C@H](CC1)C1=CC(=NN1)NC(CC=1C=NC(=CC1)OC)=O)C (1R,3S)-3-(3-{[(6-methoxypyridin-3-yl)acetyl]amino}-1H-pyrazol-5-yl)cyclopentyl (2R,3S)-3-hydroxy-2-methylazetidine-1-carboxylate